4-(2-ethoxy-2-oxoethyl)-4-ethylmorpholin-4-ium bromide [Br-].C(C)OC(C[N+]1(CCOCC1)CC)=O